CC1=C(C=C(C=C1)NC(=O)C1C2CC2CC1)C=1OC=C(N1)C N-(4-methyl-3-(4-methyloxazol-2-yl)phenyl)bicyclo[3.1.0]hexane-2-carboxamide